C(C)(C)(C)OC(CN(S(=O)(=O)C)C1=C(C(=O)O)C=CC=C1)=O 2-(N-(2-(tert-butoxy)-2-oxoethyl)methylsulfonamido)benzoic acid